O1N=C(C2=C1C=CC=C2)N benzo-[d]Isoxazol-3-amine